4,6-dichloro-2-(4-cyclopropyl-2,6-dimethylphenyl)-2H-pyrazolo[3,4-d]pyrimidine ClC=1C=2C(N=C(N1)Cl)=NN(C2)C2=C(C=C(C=C2C)C2CC2)C